2,8,9-trimethyl-7-(3-(1-(pyridin-2-yl)-1H-pyrazol-4-yl)-7,8-dihydro-1,6-naphthyridin-6(5H)-yl)-4H-pyrimido[1,2-b]pyridazin-4-one CC=1N=C2N(N=C(C(=C2C)C)N2CC=3C=C(C=NC3CC2)C=2C=NN(C2)C2=NC=CC=C2)C(C1)=O